1-t-Butoxycarbonyl-5-bromo-6-ethoxyindazole-6-d C(C)(C)(C)OC(=O)N1NC=C2C=C(C(C=C12)([2H])OCC)Br